2-(picolinamido)butanoic acid N1=C(C=CC=C1)C(=O)NC(C(=O)O)CC